L-Histidinamide HCl Cl.N[C@@H](CC1=CNC=N1)C(=O)N